5-chloropyridin-3-yl 6-bromoimidazo[1,2-a]pyridine-2-carboxylate BrC=1C=CC=2N(C1)C=C(N2)C(=O)OC=2C=NC=C(C2)Cl